FC=1C=C(C=CC1)C1=NOC(C1)C 3-(3-Fluorophenyl)-5-methyl-4H-isoxazol